FC=1C=C(C#N)C=C(C1N1N=C2C(=CC1=O)NN=C2C2=CC(=CC=C2)N2CC1CCC(C2)N1C)OC 3-fluoro-5-methoxy-4-(3-(3-(8-methyl-3,8-diazabicyclo[3.2.1]octan-3-yl)phenyl)-6-oxo-1H-pyrazolo[4,3-c]pyridazin-5(6H)-yl)benzonitrile